ClC=1C=C2C(C(=C(NC2=CC1OC)C)C1=CC=C(C=C1)C1=CC=C(C=C1)OC(F)F)=O 6-Chloro-3-(4'-(difluoromethoxy)-[1,1'-biphenyl]-4-yl)-7-methoxy-2-methylquinolin-4(1H)-one